C(CCCCCCCCCCCCCCCCC)(=O)OCCCCCC(OC(NCCCN(CCCCN(C)C)C)=O)CCCCCOC(CCCCCCCCCCCCCCCCC)=O [3-(dimethylamino) propyl]-13-methyl-8-oxo-6-{5-[(1-oxooctadecyl) oxy] pentyl}-9,13-diaza-7-oxatetradec-1-yl octadecanoate